Cl.Cl.FC1=C2C=C(N=NC2=CC(=C1)C=1C=CC=2N(C1)C=C(N2)C)C2CCNCC2 5-Fluoro-7-(2-methylimidazo[1,2-a]pyridin-6-yl)-3-(piperidin-4-yl)cinnoline dihydrochloride